N1=C2N(CC=C1)C=CC=N2 pyrimido[1,2-a]pyrimidine